CN1C(NCC1)=O (S)-3-Methyl-2-oxoimidazolidine